O=C(C(=O)OCCC1=CC=CC=C1)C1=CC=CC=C1 2-phenylethyl 2-oxo-2-phenylacetate